FC=1C=C(C=C(C1)C1=NC=2C=CNC(C2C(=C1)NC1=NC=C(C=C1)C(C(F)(F)F)(C)O)=O)NC(=O)C1CCCCC1 N-(3-fluoro-5-(5-oxo-4-((5-(1,1,1-trifluoro-2-hydroxy-propan-2-yl)pyridin-2-yl)amino)-5,6-dihydro-1,6-naphthyridin-2-yl)phenyl)cyclohexanecarboxamide